1-(4-(4-Fluorophenyl)-3,4-dihydroquinoxaline-1(2H)-yl)-2-(piperidin-1-yl)propan-1-one FC1=CC=C(C=C1)N1CCN(C2=CC=CC=C12)C(C(C)N1CCCCC1)=O